2-((3R)-3-Hydroxy-4-(3-(6-(trifluoromethyl)pyridin-2-yl)piperidin-1-yl)butyl)isoindoline-1,3-dione O[C@H](CCN1C(C2=CC=CC=C2C1=O)=O)CN1CC(CCC1)C1=NC(=CC=C1)C(F)(F)F